C(CCCCCCC)C(CCCCCCCC)OC(CCCCCCCN(CCNC(/C=C/C(=O)NCCN(CCCCCCCC(=O)OC(CCCCCCCC)CCCCCCCC)CCCCCC(OCCCCCCCCCCC)=O)=O)CCCCCC(OCCCCCCCCCCC)=O)=O 1-octylnonyl 8-[2-[[(E)-4-[2-[[8-(1-octylnonoxy)-8-oxo-octyl]-(6-oxo-6-undecoxy-hexyl)amino]ethylamino]-4-oxo-but-2-enoyl]amino]ethyl-(6-oxo-6-undecoxy-hexyl)amino]octanoate